O1C(COCC1)COC1=C(C=C(C=C1)C=1C=C(C(NC1C(F)(F)F)=O)C(=O)N)OC 5-(4-((1,4-dioxan-2-yl)methoxy)-3-methoxyphenyl)-2-oxo-6-(trifluoromethyl)-1,2-dihydropyridine-3-carboxamide